1-(2-acetyl-4-fluorophenyl)-5-((5-bromo-1-ethyl-1H-pyrazol-4-yl)methyl)-1H-pyrazole-4-carbonitrile C(C)(=O)C1=C(C=CC(=C1)F)N1N=CC(=C1CC=1C=NN(C1Br)CC)C#N